tri(n-heptyl)cyclohexane C(CCCCCC)C1C(CCCC1)(CCCCCCC)CCCCCCC